ClC1=C(C=CC2=C1[C@H](OC1=NC3=C(C(N(CCO2)CCO)=O)C=NN3C=C1)C)F (13R)-12-chloro-11-fluoro-5-(2-hydroxyethyl)-13-methyl-6,7-dihydro-13H-1,15-ethenopyrazolo[4,3-f][1,10,4,8]benzodioxadiazacyclotridecin-4(5H)-one